FC=1C(=NC(=NC1)N(C)C)NC1CCN(CC1)S(=O)(=O)C 5-fluoro-N2,N2-dimethyl-N4-(1-(methylsulfonyl)piperidin-4-yl)pyrimidine-2,4-diamine